tert-butyl N-[(1S)-1-(4,4-difluorocyclohexyl)-2-oxo-ethyl]carbamate FC1(CCC(CC1)[C@@H](C=O)NC(OC(C)(C)C)=O)F